ClC1=C(C=C(C=C1)F)C(=O)N1C2CN(C(C1)CC2)CC2=C(N=C1N2C=CC=C1)C1=CC=C(C=C1)Cl (2-Chloro-5-fluorophenyl)(5-{[2-(4-chlorophenyl)-imidazo[1,2-a]pyridin-3-yl]methyl}-2,5-diazabicyclo[2.2.2]oct-2-yl)methanone